FC(C1=NN=C(S1)N1C(N(C2=C1C=CC(=C2)F)CC)=O)F 1-[5-(difluoromethyl)-1,3,4-thiadiazol-2-yl]-3-ethyl-5-fluoro-1,3-benzodiazol-2-one